CC(COC1=CC=C(C(=O)O)C=C1)(CN1N=NN=C1)C 4-(2,2-dimethyl-3-(1H-tetrazol-1-yl)propoxy)benzoic acid